ClC1=CC(=C(C=C1Cl)C(C1CCN(CC1)C(C(CO)O)=O)NCC)O 1-[4-[(4,5-dichloro-2-hydroxyphenyl)(ethylamino)methyl]piperidin-1-yl]-2,3-dihydroxypropan-1-one